N1=CC(=CC=C1)C1=CNC2=NC(=CC=C21)NC(=O)C2CC2 N-[3-(pyridin-3-yl)-1H-pyrrolo[2,3-b]pyridin-6-yl]cyclopropanecarboxamide